C(C1=CC=CC=C1)O[C@H]1[C@H](O[C@@]2([C@@H]([C@H]1N1N=NC(=C1)C1=CC(=C(C(=C1)F)F)F)OCC1=CC=CC=C1)CNCCC2)COCC2=CC=CC=C2 (2R,3R,4S,5R,6R)-3,5-bis(benzyloxy)-2-((benzyloxy)methyl)-4-(4-(3,4,5-trifluorophenyl)-1H-1,2,3-triazol-1-yl)-1-oxa-8-azaspiro[5.5]undecane